(S)-N6-{[1-(bicyclo[1.1.1]pentane-1-yl)-1H-1,2,3-triazol-4-yl](6-fluoro-2-methylpyridin-3-yl)methyl}-8-chloro-N4-neopentylpyrido[3,4-d]pyrimidine-4,6-diamine C12(CC(C1)C2)N2N=NC(=C2)[C@@H](NC2=CC1=C(N=CN=C1NCC(C)(C)C)C(=N2)Cl)C=2C(=NC(=CC2)F)C